6-(6-Oxa-3-azabicyclo[3.1.1]heptan-3-yl)-N-((R)-1-(3-(trifluoromethyl)phenyl)ethyl)cinnolin-4-amine C12CN(CC(O1)C2)C=2C=C1C(=CN=NC1=CC2)N[C@H](C)C2=CC(=CC=C2)C(F)(F)F